FN1C2(CC(C3=CC=CC=C13)=O)CCN(CC2)C(=O)NCC2=CC(=C(C=C2)F)NCCOC fluoro-N-(4-fluoro-3-((2-methoxyethyl)amino)benzyl)-4'-oxo-3',4'-dihydro-1'H-spiro[piperidine-4,2'-quinoline]-1-carboxamide